C(C)[C@]1(CN2C(O1)=C(C=N2)[S@@](=O)(N)=NC(NC2=C1C[C@H](CC1=CC=1CCCC21)F)=O)C (R,2S)-2-ethyl-N'-(((S)-2-fluoro-1,2,3,5,6,7-hexahydro-s-indacen-4-yl)carbamoyl)-2-methyl-2,3-dihydropyrazolo[5,1-b]oxazole-7-sulfonimidamide